O=C1N(CCOC1)C(C(=O)O)C 2-(3-oxo-morpholinyl)propionic acid